uric acid silicon [Si].N1C(=O)NC=2NC(=O)NC2C1=O